C1(CC1)C(=O)N1CCC2=CC(=CC=C12)C=1N=C(SC1C)NC(CC1=CC(=CC=C1)OCCCCCNC1=C2CN(C(C2=CC=C1)=O)C1C(NC(CC1)=O)=O)=O N-(4-(1-(cyclopropanecarbonyl)indolin-5-yl)-5-methylthiazol-2-yl)-2-(3-((5-((2-(2,6-dioxopiperidin-3-yl)-1-oxoisoindolin-4-yl)amino)pentyl)oxy)phenyl)acetamide